ClC1=C(C=C(C=C1)NC(=O)N1C2CC(CC1(C2)C=2OC(=NN2)COC)C)C2=NN(C=N2)C cis-N-(4-chloro-3-(1-methyl-1H-1,2,4-triazol-3-yl)phenyl)-1-(5-(methoxymethyl)-1,3,4-oxadiazol-2-yl)-3-methyl-6-azabicyclo[3.1.1]heptane-6-carboxamide